N-({5-chloro-6-[(3-methyl-5-isoxazolyl)methoxy]-2-indolyl}methyl)-(S)-4,4-difluoro-1-methyl-2-pyrrolidinecarboxamide ClC=1C=C2C=C(NC2=CC1OCC1=CC(=NO1)C)CNC(=O)[C@H]1N(CC(C1)(F)F)C